CC1=C(C=CC(=C1)OC)NC(CC(=O)O)=O 3-((2-methyl-4-methoxyphenyl)amino)-3-oxopropanoic acid